ClCC1=C(C=CC=C1)NS(=O)(=O)C1=CC=C(C=C1)C N-[2-(chloromethyl)phenyl]-4-Meth-ylbenzenesulfonamide